CC1=CC=C(OC2=CC=C(C=C2)C(=O)NCC(=O)O)C=C1 {[4-(4-methylphenoxy)phenyl]formamido}acetic acid